methyl 1-(3-fluorophenyl)-1H-pyrrolo[2,3-b]pyridine-4-carboxylate FC=1C=C(C=CC1)N1C=CC2=C1N=CC=C2C(=O)OC